O=C1NC(CCC1N1C=C2C=C(C=C(C2=C1)F)CN1CCC(CC1)N1CCN(CC1)C1=NC(=CC=C1)C1=CN=C2N1N=C(C=C2)N2[C@H](CCC2)C2=CC(=CC=C2)F)=O 2-(2,6-dioxopiperidin-3-yl)-4-fluoro-6-((4-(4-(6-(6-((R)-2-(3-fluorophenyl)pyrrolidin-1-yl)imidazo[1,2-b]pyridazin-3-yl)pyridin-2-yl)piperazin-1-yl)piperidin-1-yl)methyl)isoindole